Diamidino-2-Phenylindole C1=CC=C(C=C1)C2=C(C3=C(C=CC=C3N2)C(=N)N)C(=N)N